BrC1=C(C(=NC=C1I)NC1=CCCC(C1)(C)C)C(=C)C1=CC=CC=C1 3-((4-bromo-5-iodo-3-(1-phenylvinyl)pyridin-2-yl)amino)-5,5-dimethylcyclohex-2-en